amino-pyrazine-2,3-dicarboxylic acid NC=1N=C(C(=NC1)C(=O)O)C(=O)O